N1(N=CN=C1)C(=O)N1CC(CC1)CN1N=C(C=2C1=NC=NC2N)C2=CC=C(CNC(C1=C(C=CC(=C1)F)OC)=O)C=C2 N-(4-(1-((1-(1H-1,2,4-triazole-1-carbonyl)pyrrolidin-3-yl)methyl)-4-amino-1H-pyrazolo[3,4-d]pyrimidin-3-yl)benzyl)-5-fluoro-2-methoxybenzamide